N1=C(C=CC=C1)C1(CC1)NC(=O)[C@@H]1CN(CC[C@H]1NC(=O)C1=NOC(=C1)C1=C(C=CC=C1)F)C1CCCCC1 |o1:12,17| (3R*,4R*)-1-Cyclohexyl-4-{[5-(2-fluoro-phenyl)-isoxazole-3-carbonyl]-amino}-piperidine-3-carboxylic acid (1-pyridin-2-yl-cyclopropyl)-amide